CN1N=C(C2=CC=C(C=C12)N1CC2(C1)CCC(CC2)CN2CCNCC2)C2C(NC(CC2)=O)=O 3-(1-methyl-6-(7-(piperazin-1-ylmethyl)-2-azaspiro[3.5]nonan-2-yl)-1H-indazol-3-yl)piperidine-2,6-dione